1-(2-(2-chloro-3,4-bis((4-methoxybenzyl)oxy)phenyl)-2-oxoacetyl)azetidine-3-carboxylic acid ClC1=C(C=CC(=C1OCC1=CC=C(C=C1)OC)OCC1=CC=C(C=C1)OC)C(C(=O)N1CC(C1)C(=O)O)=O